NC1=CC=CC(=N1)NC1=NC=C(C(=N1)NC1=C(C=CC=C1)CS(=O)(=O)N)Cl (2-((2-((6-aminopyridin-2-yl)amino)-5-chloropyrimidin-4-yl)amino)phenyl)methylsulfonamide